ClC=1C=C(C=CC1)C1=CC(=CC=C1)C1=CC=CC=2C3=C(OC21)C=C(C(=C3)C3=CC=CC=C3)C3=CC=CC=C3 6-(3'-chloro-[1,1'-biphenyl]-3-yl)-2,3-diphenyldibenzo[b,d]furan